The molecule is a glycerophosphoethanolamine obtained by formal condensation of the carboxy group of hexadecanoic acid with the amino group of 1-[(1Z)-octadecenoyl]-2-oleoyl-sn-glycero-3-phosphoethanolamine. It is a conjugate acid of a N-hexadecanoyl-1-[(1Z)-octadecenoyl]-2-oleoyl-sn-glycero-3-phosphoethanolamine(1-). CCCCCCCCCCCCCCCC/C=C\\OC[C@H](COP(=O)(O)OCCNC(=O)CCCCCCCCCCCCCCC)OC(=O)CCCCCCC/C=C\\CCCCCCCC